(N,N-Diethylaminoethylene) methacrylat C(C(=C)C)(=O)O.C(C)N(CC)C=C